NC=1C=2N(C3=CC(=CC=C3N1)C(=O)N(C1COCC3=NC(=CC=C31)C#CC3(CC3)C(F)(F)F)C)C=NC2 4-amino-N-methyl-N-(2-((1-(trifluoromethyl)cyclopropyl)ethynyl)-5,8-dihydro-6H-pyrano[3,4-b]pyridin-5-yl)imidazo[1,5-a]quinoxaline-8-carboxamide